4-(6-(6-methoxy-5-((2,4,6-trifluorophenyl)sulfonylamino)pyridin-3-yl)quinolin-4-yl)piperazine-1-carboxylic acid tert-butyl ester C(C)(C)(C)OC(=O)N1CCN(CC1)C1=CC=NC2=CC=C(C=C12)C=1C=NC(=C(C1)NS(=O)(=O)C1=C(C=C(C=C1F)F)F)OC